[Br-].BrC1=CC=C(C=C1)C(C[N+]1=CC=C(C=C1)/C=N/O)=O (E)-1-(2-(4-Bromophenyl)-2-oxoethyl)-4-((hydroxyimino)methyl)pyridin-1-ium bromide